azetidin-3-ylmethyl 5-((4-((2-(6-methylpyridin-2-yl)pyrimidin-4-yl)amino)pyrimidin-2-yl)amino)thiophene-3-carboxylate CC1=CC=CC(=N1)C1=NC=CC(=N1)NC1=NC(=NC=C1)NC1=CC(=CS1)C(=O)OCC1CNC1